C(CC)OC1=NC2=CC=CC=C2C(=N1)N propoxy-quinazolin-4-amine